ClC=1C=C(C(=NC1)N1CC(N(C2(CC(C2)O)C1=O)CC1=CC=C(C=C1)F)=O)F (2s,4s)-8-(5-chloro-3-fluoropyridin-2-yl)-5-(4-fluorobenzyl)-2-hydroxy-5,8-diazaspiro[3.5]nonane-6,9-dione